tert-Butyl (3R,5S)-3-methyl-5-[2-[[1-methyl-3-[2-(methylamino)-2-oxo-ethoxy]-6-nitro-2-oxo-8-quinolyl]oxy]ethoxy]piperidine-1-carboxylate C[C@H]1CN(C[C@H](C1)OCCOC=1C=C(C=C2C=C(C(N(C12)C)=O)OCC(=O)NC)[N+](=O)[O-])C(=O)OC(C)(C)C